S(=O)(=O)(OCCCCCCCCCCCCCCCCC)[O-].[Na+] sodium heptadecanyl sulfate